tert-butyl 6-amino-4-azaspiro[2.5]octane-carboxylate NC1CNC2(CC2C(=O)OC(C)(C)C)CC1